(R)-N-(5-((2-(2-(tert-butylamino)ethyl)-2-methylmorpholino)methyl)pyridin-2-yl)-5-fluoro-4-(4-fluoro-1-isopropyl-2-methyl-1H-benzo[d]imidazol-6-yl)pyrimidin-2-amine C(C)(C)(C)NCC[C@]1(OCCN(C1)CC=1C=CC(=NC1)NC1=NC=C(C(=N1)C=1C=C(C2=C(N(C(=N2)C)C(C)C)C1)F)F)C